Naphthyl-alanine C1(=CC=CC2=CC=CC=C12)N[C@@H](C)C(=O)O